1-phenylbutane-2,3-dien-1-one C1(=CC=CC=C1)C(C=C=C)=O